1'-(disulfanediylbis(2,1-phenylene))diethanone S(SC1=C(C=CC=C1)CC=O)C1=C(C=CC=C1)CC=O